N-(2-(1-acetylpiperidin-4-yl)-1H-benz[d]imidazol-5-yl)-5-methylisoxazole-4-carboxamide C(C)(=O)N1CCC(CC1)C1=NC2=C(N1)C=CC(=C2)NC(=O)C=2C=NOC2C